NC1=CC=C2C(=C(NC2=C1)C(=O)O)C 6-amino-3-methyl-1H-indole-2-carboxylic acid